Benzyl(2-((1-(2,6-dioxopiperidin-3-yl)-3-methyl-2-oxo-2,3-dihydro-1H-benzo[d]imidazol-4-yl)methyl)spiro[3.5]nonan-7-yl)(methyl)carbamate C(C1=CC=CC=C1)OC(N(C)C1CCC2(CC(C2)CC2=CC=CC=3N(C(N(C32)C)=O)C3C(NC(CC3)=O)=O)CC1)=O